FC1=CC=C(C=C1)C1(CCCCC1)N 1-(4-fluorophenyl)cyclohexaneamine